phenylpyrimidine-2-amine C1(=CC=CC=C1)C1=NC(=NC=C1)N